(S)-3-((6'-chloro-4-((3,3-difluorocyclobutyl)amino)-[2,3'-bipyridin]-4'-yl)amino)butan-1-ol ClC1=CC(=C(C=N1)C1=NC=CC(=C1)NC1CC(C1)(F)F)N[C@H](CCO)C